3-methoxy-4-(((1R,2S)-2-(methoxymethyl)cyclopentyl)amino)-N-(5-(5-methyl-1H-pyrazol-1-yl)-1,3,4-thiadiazol-2-yl)-2-oxo-2H-pyran-6-carboxamide COC=1C(OC(=CC1N[C@H]1[C@H](CCC1)COC)C(=O)NC=1SC(=NN1)N1N=CC=C1C)=O